N1=CC=CC2=CC=CC(=C12)NC(CC=CCC)=O N-(8-quinolinyl)-3-hexenamide